C[C@@H]1NC2(COC2)CNC1 (6S)-6-methyl-2-oxa-5,8-diazaspiro[3.5]nonane